(2S,4R)-1-((S)-2-(2-(2-bromoethoxy)acetamido)-3,3-dimethylbutanoyl)-4-hydroxy-N-((S)-1-(4-(4-methylthiazol-5-yl)phenyl)ethyl)pyrrolidine-2-carboxamide BrCCOCC(=O)N[C@H](C(=O)N1[C@@H](C[C@H](C1)O)C(=O)N[C@@H](C)C1=CC=C(C=C1)C1=C(N=CS1)C)C(C)(C)C